C12CC(C(CC1)CC2)[C@@H](C(=O)NC2=CC=C(C=C2)C=2C(=NNC2C)C)NC(=O)C=2N(N=CC2)C N-[(1S)-1-(3-bicyclo[2.2.2]octanyl)-2-[4-(3,5-dimethyl-1H-pyrazol-4-yl)anilino]-2-oxo-ethyl]-2-methyl-pyrazole-3-carboxamide